1-benzyl-4-bromo-3-methyl-1H-pyrazole C(C1=CC=CC=C1)N1N=C(C(=C1)Br)C